FC([C@@H]1[C@H](C1)C=1C=CN=NC1C#CC(C)C)F 5-((1S,2S)-2-(difluoromethyl)cyclopropyl)-6-(3-methylbut-1-yn-1-yl)pyridazine